N1N=NC2=C1C(=CC=C2)B(O)O (1H-benzo[d][1,2,3]triazol-7-yl)boronic acid